(5-methoxy-1-triisopropylsilyl-pyrrolo[2,3-b]pyridin-4-yl)-(5-tetrahydropyran-2-yloxy-2-adamantyl)methanone COC=1C(=C2C(=NC1)N(C=C2)[Si](C(C)C)(C(C)C)C(C)C)C(=O)C2C1CC3CC(CC2C3)(C1)OC1OCCCC1